copper isocyanatoamide salt N(=C=O)[NH-].[Cu+2].N(=C=O)[NH-]